FC1=CC=C(C=C1)C=1C(=NC=C(C(=O)O)C1O)COC 5-(4-fluorophenyl)-4-hydroxy-6-(methoxymethyl)nicotinic acid